C1(C(C)O1)OC=1C2=CC=CC=C2C(=C2C=CC=CC12)OC1C(C)O1 9,10-di-(1,2-epoxypropoxy)anthracene